F[C@H]1[C@@]2(CCC[C@](C[C@H]1OC1=CC=C(N=N1)C1=C(C=C(C=C1)N1C=NC=C1)O)(N2C)C)C 2-(6-(((1S,2S,3R,5R)-2-fluoro-1,5,9-trimethyl-9-azabicyclo[3.3.1]nonan-3-yl)oxy)pyridazin-3-yl)-5-(1H-imidazol-1-yl)phenol